Cl.NCCCC=1C=C(C=CC1)NC(C[C@H]1C=2N(C3=C(C(=N1)C1=CC=C(C=C1)Cl)C(=C(S3)C)C)C(=NN2)C)=O (S)-N-(3-(3-aminopropyl)phenyl)-2-(4-(4-chlorophenyl)-2,3,9-trimethyl-6H-thieno[3,2-f][1,2,4]triazolo[4,3-a][1,4]diazepin-6-yl)acetamide hydrochloride